C(C)OC(NC1=NN(C(=C1C1CCC1)C1=CC=C(C=C1)F)C)=O (4-cyclobutyl-5-(4-fluorophenyl)-1-methyl-1H-pyrazol-3-yl)carbamic acid ethyl ester